C1(=CC=CC=C1)NC1=CC=C(C=C1)NC(CC(C)C)C N-Phenyl-N'-(1,3-dimethylbutyl)-p-phenylendiamin